CC=1N=NN(N1)C=1C=C(C(=O)O)C=CC1 3-(5-Methyltetrazol-2-yl)benzoic acid